COC1=C(C(N(C=C1)C1=CC=CC=C1)=O)C#N 4-methoxy-2-Oxo-1-phenyl-1,2-dihydropyridine-3-carbonitrile